C[N+](C)(C)C[C@H](CC(=O)[O-])OC(=O)CC(=O)O The molecule is an O-acyl-D-carnitine in which the acyl group specified is malonyl. It derives from a malonic acid. It is an enantiomer of an O-malonyl-L-carnitine.